C(=O)O.ClC1=CC(=C(C#N)C=C1)C=1C=C2C(=NN=C(C2=CC1)NCC1=C(C=C(C=C1)OC)OC)C 4-chloro-2-[1-[(2,4-dimethoxyphenyl)methylamino]-4-methylphthalazin-6-yl]benzonitrile Formic Acid Salt